(2R,3R)-pentane-2,3-diol C[C@H]([C@@H](CC)O)O